C(C=C)(=O)OCCCCCCCCCCC undecanyl acrylate